C(=O)O.N[C@H]1C[C@@H](N(CC1)CC1=C2C=CN(C2=C(C=C1OC)C)C(=O)OC(C)(C)C)C1=CC=C(C=C1)C(=O)OC |r| (±)-tert-butyl 4-(((trans)-4-amino-2-(4-(methoxycarbonyl)phenyl)piperidin-1-yl)methyl)-5-methoxy-7-methyl-1H-indole-1-carboxylate formic acid salt